C[C@@H]1[C@@H](C[C@H](C(O1)OP(=O)([O-])OP(=O)([O-])OC[C@@H]2[C@H]([C@H]([C@@H](O2)N3C=CC(=NC3=O)N)O)O)O)O The molecule is a nucleotide-sugar oxoanion that is the dianion of CDP-abequose, arising from deprotonation of the two free diphosphate OH groups. It is a conjugate base of a CDP-abequose.